(rac)-N-(1-(5-Bromopyridin-3-yl)propyl)ethanesulfonamide BrC=1C=C(C=NC1)[C@@H](CC)NS(=O)(=O)CC |r|